ClC1=C(C(=CC=C1)Cl)N1N=C(C(=C1)NC1=NC=C(C=C1)N1N=CN=C1C)C(=O)N 1-(2,6-dichlorophenyl)-4-((5-(5-methyl-1H-1,2,4-triazol-1-yl)pyridin-2-yl)amino)-1H-pyrazole-3-carboxamide